(S)-N-(1-(1-(difluoromethyl)cyclopropyl)-2-hydroxyethyl)-2-methylpropane-2-sulfinamide FC(C1(CC1)C(CO)N[S@@](=O)C(C)(C)C)F